amino-4-morpholino-1H-indazole NN1N=CC2=C(C=CC=C12)N1CCOCC1